C(=O)O.CC=1C=C(C(=O)NC2=NC=CC(=C2)C(F)(F)F)C=CC1C1=CC2=C(N=C(N=C2)NC)N2C1=NCC2 3-methyl-4-(2-(methylamino)-8,9-dihydroimidazo[1',2':1,6]pyrido[2,3-d]pyrimidin-6-yl)-N-(4-(trifluoromethyl)pyridin-2-yl)benzamide formate salt